3-Methyl-7-nitro-2,3,4,5-tetrahydro-1H-benzo[d]azepine CN1CCC2=C(CC1)C=C(C=C2)[N+](=O)[O-]